C(C)OC=1C=C(C=CC1)NC(=O)NC=1SC(=C(N1)C)C1=NC(=NC=C1)NC 1-(3-Ethoxyphenyl)-3-(4-methyl-5-(2-(methylamino)pyrimidin-4-yl)thiazol-2-yl)urea